(2S)-1-{4-[3-(2-chlorophenyl)-4-[(2-methoxyethoxy)methyl]-1,2-oxazol-5-yl]-5-(trifluoromethyl)-1H-pyrazol-1-yl}propan-2-ol ClC1=C(C=CC=C1)C1=NOC(=C1COCCOC)C=1C=NN(C1C(F)(F)F)C[C@H](C)O